tert-Butyl ((1S,3S)-3-((3-methoxy-2-oxo-2H-[1,3'-bipyridin]-6'-yl)amino)cyclopentyl)carbamate COC=1C(N(C=CC1)C=1C=NC(=CC1)N[C@@H]1C[C@H](CC1)NC(OC(C)(C)C)=O)=O